CN(C)C(CC[Zn+])N(C)C bis(N,N-dimethylamino)propyl-zinc(II)